(R)-5-bromo-N-(1,1,1-trifluorobut-2-yl)-4-(trifluoromethyl)pyridin-2-amine BrC=1C(=CC(=NC1)N[C@@H](C(F)(F)F)CC)C(F)(F)F